2,2,17,17-Tetramethyloctadecan CC(C)(CCCCCCCCCCCCCCC(C)(C)C)C